FC(C1=NC(=NC(=N1)C(F)(F)F)N1[C@H](C=2NC3=CC=C(C=C3C2CC1)Cl)C[C@@H](CC(=O)N)C)(F)F (3S)-4-{(1S)-2-[4,6-bis(trifluoromethyl)-1,3,5-triazin-2-yl]-6-chloro-2,3,4,9-tetrahydro-1H-pyrido[3,4-b]indol-1-yl}-3-methylbutanamide